ClC1=CC2=C(C=N1)C(=NN2C=2C(=CC(=NC2)NC)OC)C 5-(6-Chloro-3-methyl-1H-pyrazolo[4,3-c]pyridin-1-yl)-4-methoxy-N-methylpyridin-2-amine